N1C=NC2=C1C=CC(=C2)C2CCC(CC2)OC[C@@H]2CN(CC[C@@H]2NS(=O)(=O)C)C2=NC=CC=C2 N-((3R,4S)-3-((((1s,4S)-4-(1H-benzo[d]imidazol-5-yl)cyclohexyl)oxy)methyl)-1-(pyridin-2-yl)piperidin-4-yl)methanesulfonamide